C(C)(C)C=1C=C(C2=C(NC=N2)C1)NC(=O)C1=CC=C2C(CN(CC2=C1)C1CC(N(CC1)C)=O)C N-(6-isopropyl-1H-benzimidazol-4-yl)-4-methyl-2-(1-methyl-2-oxo-4-piperidyl)-3,4-dihydro-1H-isoquinoline-7-carboxamide